OC=1C(=CC(=C2C(C=C(OC12)C1=CC=C(C=C1)F)=O)OS(=O)(=O)C1=CC=C(C)C=C1)OCC1=CC=CC=C1 8-hydroxy-7-benzyloxy-2-(4-fluorophenyl)-4-oxo-4H-chromen-5-yl-p-toluenesulfonate